C(C1=CC=CC=C1)NC(C(C([2H])([2H])O)(F)F)=O N-benzyl-2,2-difluoro-3-hydroxy-3,3-dideuteropropanamide